butyric acid magnesium salt [Mg+2].C(CCC)(=O)[O-].C(CCC)(=O)[O-]